FC(C1=CC(=CC(=N1)/C(/N)=N/O)C=1C=NC=C(C1)F)F (Z)-6'-(Difluoromethyl)-5-fluoro-N'-hydroxy-[3,4'-bipyridine]-2'-carboximidamide